N-(4-(((Tert-butyldimethylsilyl)oxy)methyl)phenyl)-4-chloro-5-(trifluoromethyl)-pyrimidin-2-amine [Si](C)(C)(C(C)(C)C)OCC1=CC=C(C=C1)NC1=NC=C(C(=N1)Cl)C(F)(F)F